3,3-dimethyl-2,3-dihydro-1-benzofuran-5-sulfonyl chloride CC1(COC2=C1C=C(C=C2)S(=O)(=O)Cl)C